1-(3-(2'-Amino-7'-oxo-5'H-spiro[cyclopropane-1,8'-pyrido[4,3-d]pyrimidine]-6'(7'H)-yl)-4-methylphenyl)-3-(2-methoxyphenyl)urea NC=1N=CC2=C(N1)C1(C(N(C2)C=2C=C(C=CC2C)NC(=O)NC2=C(C=CC=C2)OC)=O)CC1